NCC(=O)NC1=CC(=CC=C1)S(NC(CC1=CC(=CC=C1)C(N)=N)C=1SC2=C(N1)C=CC=C2)(=O)=O 2-amino-N-[3-[[1-(1,3-benzothiazol-2-yl)-2-(3-carbamimidoylphenyl)ethyl]sulfamoyl]phenyl]acetamide